C[C@]12CC(C[C@](CC1)(N2)C)N(C=2SC=1N=C(SC1N2)C2=NC=C(N=C2)N2C=NC=C2)C N-[(1R,3s,5S)-1,5-Dimethyl-8-azabicyclo[3.2.1]octan-3-yl]-5-[5-(1H-imidazol-1-yl)pyrazin-2-yl]-N-methyl[1,3]thiazolo[5,4-d][1,3]thiazol-2-amin